C(C)O[Si](C(C)(C)N1CCOCC1)(OCC)OCC 4-(2-(Triethoxysilyl)prop-2-yl)tetrahydro-1,4-oxazin